C(C)(C)(C)/C(/C(=O)OO)=C/C(=O)O.C(\C=C/C(=O)O)(=O)OOC(C)(C)C tert-butyl peroxymaleate (tert-butyl peroxymaleate)